5-(6,6-difluoro-bicyclo[3.1.0]hexane-1-yl)-4-methoxy-7-(phenylsulfonyl)-7H-pyrrolo[2,3-d]pyrimidine FC1(C2CCCC12C1=CN(C=2N=CN=C(C21)OC)S(=O)(=O)C2=CC=CC=C2)F